cyclopentadiene-4-carboxylic acid (2-hydroxy-1,1-dimethyl-ethyl)-amide OCC(C)(C)NC(=O)C1=CC=CC1